ClC1=CC(=C(N=N1)C(F)(F)F)N 6-chloro-3-(trifluoromethyl)pyridazin-4-amine